tert-butyl 4-(2-cyano-6-(methylcarbamoyl)pyridin-3-yl)piperazine-1-carboxylate C(#N)C1=NC(=CC=C1N1CCN(CC1)C(=O)OC(C)(C)C)C(NC)=O